NC=1C=C2C(=CN=C(C2=CN1)NC)C#CC1=CC=C(C=N1)OC1CN(C1)C(C)=O 1-(3-((6-((6-amino-1-(methylamino)-2,7-naphthyridin-4-yl)ethynyl)pyridin-3-yl)oxy)azetidin-1-yl)ethan-1-one